2-(4-hydroxytetrahydro-2H-pyran-4-yl)-N-methyl-N-(pyridin-2-yl)acetamide OC1(CCOCC1)CC(=O)N(C1=NC=CC=C1)C